4-(((1-Acryloylpiperidin-3-yl)methyl)amino)-6-cyclopropylpyrrolo[1,2-b]pyridazine-3-carboxamide C(C=C)(=O)N1CC(CCC1)CNC=1C=2N(N=CC1C(=O)N)C=C(C2)C2CC2